5-{4-[(2-Hydroxy-2-methylpropyl)amino]-3-(trifluoromethyl)phenyl}-3,6-dihydro-2H-1,3,4-oxadiazin-2-one OC(CNC1=C(C=C(C=C1)C1=NNC(OC1)=O)C(F)(F)F)(C)C